NC1=C(C(=C(C=C1)C1=CC2=C(N=C(N=C2)N[C@@H]2CN(CCC2)C(=O)OC(C)(C)C)N(C1=O)CC)F)F tert-butyl (S)-3-((6-(4-amino-2,3-difluorophenyl)-8-ethyl-7-oxo-7,8-dihydropyrido[2,3-d]pyrimidin-2-yl)amino)piperidine-1-carboxylate